7-chloro-1-cyclopentyl-3-(difluoromethyl)-4-methyl-1,6-naphthyridin-2-one ClC1=NC=C2C(=C(C(N(C2=C1)C1CCCC1)=O)C(F)F)C